4-methoxy-2-trifluoromethylaniline COC1=CC(=C(N)C=C1)C(F)(F)F